(9R,13S)-13-{4-[5-chloro-2-(3-methoxyphenyl)phenyl]-6-oxo-1,6-dihydropyrimidin-1-yl}-3,9-dimethyl-3,4,7,15-tetraazatricyclo[12.3.1.02,6]octadeca-1(18),2(6),4,14,16-pentaen-8-one ClC=1C=CC(=C(C1)C=1N=CN(C(C1)=O)[C@H]1CCC[C@H](C(NC=2C=NN(C2C=2C=CN=C1C2)C)=O)C)C2=CC(=CC=C2)OC